3-[4-[3-[4-(4-Carbamoylpiperazin-1-yl)phenyl]-3-oxoprop-1-enyl]phenyl]prop-2-enoic acid C(N)(=O)N1CCN(CC1)C1=CC=C(C=C1)C(C=CC1=CC=C(C=C1)C=CC(=O)O)=O